isopropyl (S)-6-diazo-2-(oxetane-3-carboxamido)-5-oxohexanoate [N+](=[N-])=CC(CC[C@@H](C(=O)OC(C)C)NC(=O)C1COC1)=O